C(#N)C1=CC(=C(C=C1)C1=C(C=CC2=C1C(=NO2)C)C(=O)N)NCCC (4-cyano-2-(propylamino)phenyl)-3-methylbenzo[d]isoxazole-5-carboxamide